ethyl 6-(benzyloxy)-3-oxohexanoate C(C1=CC=CC=C1)OCCCC(CC(=O)OCC)=O